IC1=CC=C(C=C1)/C=C/C(=O)OCC (E)-Ethyl 3-(4-iodophenyl)acrylate